C(C)N1C(=[N+](C2=C1C=CC=C2)CC)C(=O)O 1,3-diethyl-1H-1,3-benzodiazol-3-iumcarboxylic acid